N[C@@H](CS)C(=O)N[C@@H](CS)C(=O)O Cysteinyl-Cysteine